N-(4-pyrazolyl)benzamide N1N=CC(=C1)NC(C1=CC=CC=C1)=O